FC1=C(C(=C2C=CN(C2=C1F)S(=O)(=O)C1=CC=C(C=C1)C)SC)OC=1C=CC(=C(C1)C(C)=O)F 1-[5-[6,7-difluoro-4-methylsulfanyl-1-(p-tolylsulfonyl)indol-5-yl]oxy-2-fluoro-phenyl]ethanone